N-(2-Methoxy-5-(4-(trifluoromethyl)phenoxy)phenyl)-5-oxo-1-(tetrahydrofuran-3-yl)pyrrolidine-2-carboxamide COC1=C(C=C(C=C1)OC1=CC=C(C=C1)C(F)(F)F)NC(=O)C1N(C(CC1)=O)C1COCC1